C(CCCCCCC\C=C/C\C=C/CCCCC)(=O)OCC(COC(OCC(OC(NCCN1CCCC1)=O)CCCCCC)=O)COC(CCC(OCCCC\C=C/CC)OCCCC\C=C/CC)=O 12-(((4,4-bis(((Z)-oct-5-en-1-yl)oxy)butanoyl)oxy)methyl)-6-hexyl-4,9-dioxo-1-(pyrrolidin-1-yl)-5,8,10-trioxa-3-azatridecan-13-yl (9Z,12Z)-octadeca-9,12-dienoate